dithiocarbamate ruthenium(II) [Ru+2].C(N)([S-])=S.C(N)([S-])=S